FC=1C=C2C(=C(C(N(C2=NC1C1=C(C=CC=C1OC)F)C=1C(=NC(=CC1C)C)C(C)C)=O)[N+](=O)[O-])O 6-fluoro-7-(2-fluoro-6-methoxyphenyl)-4-hydroxy-1-(2-isopropyl-4,6-dimethylpyridin-3-yl)-3-nitro-1,8-naphthyridin-2(1H)-one